(1,2,2-trichloroethyl)benzene ClC(C(Cl)Cl)C1=CC=CC=C1